C(CCCC)C(COCC(C[N+]1=CC2=CC=CC=C2CC1)OS(=O)(=O)O)CCCC 3,4-dihydro-2-[3-[(2-pentylhexanyl)oxy]-2-(sulfoxy)propyl]isoquinolinium